(2-Pyridylamino)-pyrimidin-5-yl-methanesulfonic Acid N1=C(C=CC=C1)NC(S(=O)(=O)O)C=1C=NC=NC1